2-(1-(2-fluoroethyl)piperidin-4-yl)-1-methyl-8-(1-methyl-1H-pyrazol-4-yl)-3H-pyrrolo[2,3-c]isoquinoline FCCN1CCC(CC1)C1=C(C2=C(N=CC=3C=CC(=CC23)C=2C=NN(C2)C)N1)C